7-bromobenzo[d]thiazole-2-thiol BrC1=CC=CC=2N=C(SC21)S